OC1CNCCC1C(=O)N 3-hydroxypiperidin-4-carboxamid